OC(C)(C)C=1N=C(C=2N(C1)C(=CN2)C=2C=C(C(=C(C2)NS(=O)(=O)C=2C=NN(C2)C)OC)OC)NC N-(5-(6-(2-hydroxypropan-2-yl)-8-(methylamino)imidazo[1,2-a]pyrazin-3-yl)-2,3-dimethoxyphenyl)-1-methyl-1H-pyrazole-4-sulfonamide